C(#N)C1CC(C1)OC1=CC=2N(C=C1)C(=CN2)C2=CC(=C(C(=O)NC1CC1)C(=C2)OC)OC(F)F 4-[7-(3-cyanocyclobutoxy)imidazo[1,2-a]pyridin-3-yl]-N-cyclopropyl-2-(difluoromethoxy)-6-methoxy-benzamide